C(C1=CC=C(NCC2=CN=C3N=C(N)NC(=O)C3=N2)C=C1)(=O)N[C@@H](CCC(=O)O)C(=O)O pteroyl-L-glutamic acid